4,4-difluorocyclohexyl methanesulfonate CS(=O)(=O)OC1CCC(CC1)(F)F